NC=1N=C2CC(CN(C2=CC1)C1=CC=C(C=C1)C(F)(F)F)CNC(C)=O N-((6-amino-1-(4-(trifluoromethyl)phenyl)-1,2,3,4-tetrahydro-1,5-naphthyridin-3-yl)methyl)acetamide